N-butyryl-N-butyl-ammonium tert-butyl-4-(aminomethyl)-4-methoxy-2-methylpyrrolidine-1-carboxylate C(C)(C)(C)OC(=O)N1C(CC(C1)(OC)CN)C.C(CCC)(=O)[NH2+]CCCC